BrC(C(=O)[O-])(C(=O)[O-])Br dibromomalonate